(S)-4-(morpholinomethyl)-N2-(piperidin-3-yl)-N6-(1H-pyrazol-3-yl)pyridin-2,6-diamine O1CCN(CC1)CC1=CC(=NC(=C1)NC1=NNC=C1)N[C@@H]1CNCCC1